strontium tetramethylheptanedioate CC(C(C(=O)[O-])(C)C)(CCCC(=O)[O-])C.[Sr+2]